4-bromo-5-(4-tert-butylcarbamoyl-piperidin-1-yl)-benzofuran-2-carboxylic acid BrC1=C(C=CC2=C1C=C(O2)C(=O)O)N2CCC(CC2)C(NC(C)(C)C)=O